4-amino-2-(4-fluoroanilino)thiazole NC=1N=C(SC1)NC1=CC=C(C=C1)F